NC[C@@]1(CN(CCC1)C1=NC=CC(=N1)NC1=NNC(=C1)C1CC1)F 2-[(3S)-3-(Aminomethyl)-3-fluoro-1-piperidyl]-N-(5-cyclopropyl-1H-pyrazol-3-yl)pyrimidin-4-amine